N-(1-(cyclohexylamino)-3-(1-methylpiperidin-4-yl)-1-oxopropan-2-yl)-N-(pentadec-8-yl)stearamide tert-butyl-(3R,4S)-3-fluoro-4-hydroxypiperidine-1-carboxylate C(C)(C)(C)OC(=O)N1C[C@H]([C@H](CC1)O)F.C1(CCCCC1)NC(C(CC1CCN(CC1)C)N(C(CCCCCCCCCCCCCCCCC)=O)C(CCCCCCC)CCCCCCC)=O